N1=C(C=NC=C1)C(=O)N Pyrazinoic acid amide